The molecule is an epoxy fatty acid consisting of (4Z,7Z,10Z,12E,14E,19Z)-docosahexaenoic acid having an epoxy group located at the 16,17-position. An intermediate lipid in specialized proresolving mediators. It has a role as a human xenobiotic metabolite. It is an epoxy fatty acid, a long-chain fatty acid, a polyunsaturated fatty acid and a docosanoid. It is a conjugate acid of a (16S,17S)-epoxy-(4Z,7Z,10Z,12E,14E,19Z)-docosahexaenoate. CC/C=C\\C[C@H]1[C@@H](O1)/C=C/C=C/C=C\\C/C=C\\C/C=C\\CCC(=O)O